phosphoric acid di(methacrylate) C(C(=C)C)(=O)O.C(C(=C)C)(=O)O.P(O)(O)(O)=O